N-(4-methoxybenzyl)-4-phenylphthalazin-1-amine COC1=CC=C(CNC2=NN=C(C3=CC=CC=C23)C2=CC=CC=C2)C=C1